4-(2-(2-(2-methoxyethoxy)ethoxy)phenyl)-4,9-bis(thiophen-2-yl)-[1,2,5]thiadiazolo[3,4-g]quinoxaline COCCOCCOC1=C(C=CC=C1)C1(C=2C(=C(C=3N=CC=NC13)C=1SC=CC1)NSN2)C=2SC=CC2